NC1=C2C(=NC=N1)N(N=C2C2=CC=C(C=C2)OC2=CC=CC=C2)C2CCN(CC2)C2CCN(CC2)CC2CCN(CC2)C=2C=C1C(N(C(C1=CC2)=O)[C@H]2C(NC(CC2)=O)=O)=O (R)-5-(4-((4-(4-amino-3-(4-phenoxyphenyl)-1H-pyrazolo[3,4-d]pyrimidin-1-yl)[1,4'-bipiperidin]-1'-yl)methyl)piperidin-1-yl)-2-(2,6-dioxopiperidin-3-yl)isoindoline-1,3-dione